IRON CITRATE DIPHOSPHATE [O-]P([O-])(=O)OP(=O)(O)O.C(CC(O)(C(=O)O)CC(=O)O)(=O)O.[Fe+2]